tert-butyl N-[2-[2-[2-[[2-[4-[2-fluoro-5-[(4-oxo-3H-phthalazin-1-yl)methyl]benzoyl]piperazin-1-yl]-2-oxo-ethyl]amino]ethoxy]ethylcarbamoyl]-5-morpholino-3-pyridyl]carbamate FC1=C(C(=O)N2CCN(CC2)C(CNCCOCCNC(=O)C2=NC=C(C=C2NC(OC(C)(C)C)=O)N2CCOCC2)=O)C=C(C=C1)CC1=NNC(C2=CC=CC=C12)=O